S1C=NC=2C1=CC=CC2C#N 1,3-benzothiazole-4-carbonitrile